C(=O)(O)C=CC1=CC=C(C=C1)OB(O)O 4-(2-carboxyvinyl)phenylboric acid